Potassium azelate diglycinate NCC(=O)[O-].NCC(=O)O.C(CCCCCCCC(=O)O)(=O)O.[K+]